ClC=1C(=NN2C1C(NCC(C2)(F)F)=O)C(=O)OCC ethyl 3-chloro-7,7-difluoro-4-oxo-6,8-dihydro-5H-pyrazolo[1,5-a][1,4]diazepine-2-carboxylate